C1(=CC=C(C=C1)C1CC2(C1)CCN(CC2)C(=O)C2CC1(C2)NC(OC1)=O)C 2-(2-(p-Tolyl)-7-azaspiro[3.5]nonane-7-carbonyl)-7-oxa-5-azaspiro[3.4]octan-6-one